7-methoxy-1,1-dioxo-1,2-benzothiazol-3-one COC1=CC=CC=2C(NS(C21)(=O)=O)=O